[O-2].[Ta+5].[Sc+3].[O-2].[O-2].[O-2] scandium tantalum oxide